C(C)(C)C=1C(=NOC1)C1=CC=C(C=C1)C=1C=C(C=NC1)C1=CC=NC2=C1C=C1N2CCN(C1=O)C 4-(5-(4-(4-isopropylisoxazol-3-yl)phenyl)pyridin-3-yl)-7-methyl-8,9-dihydropyrido[3',2':4,5]pyrrolo[1,2-a]pyrazin-6(7H)-one